Racemic-methyl 3-[(2-methoxy-1,2-dimethyl-propyl)amino]-4-nitrobenzoate COC([C@@H](C)NC=1C=C(C(=O)OC)C=CC1[N+](=O)[O-])(C)C |r|